BrC1=NN2C(N(C(=C(C2=O)N2CCN(CC2)C(=O)OC(C)(C)C)CC)CC(=O)NC2=C(C=C(C=C2)C(F)(F)F)Cl)=N1 tert-butyl 4-(2-bromo-4-(2-((2-chloro-4-(trifluoromethyl)phenyl)amino)-2-oxoethyl)-5-ethyl-7-oxo-4,7-dihydro-[1,2,4]triazolo[1,5-a]pyrimidin-6-yl)piperazine-1-carboxylate